(2S,5S)-4-(2-(S and R)-methyltetrahydrofuran-2-carbonyl)-2,3,4,5-tetrahydro-2,5-methanopyrido[3,4-f][1,4]oxazepine-9-carbonitrile C[C@@]1(OCCC1)C(=O)N1C[C@H]2OC3=C([C@@H]1C2)C=NC=C3C#N |&1:1|